N-(3-methyl-1-(2-(1-methylpiperidin-4-yl)ethyl)-1H-indazol-6-yl)-4-(pyridin-4-yl)benzamide CC1=NN(C2=CC(=CC=C12)NC(C1=CC=C(C=C1)C1=CC=NC=C1)=O)CCC1CCN(CC1)C